N-[4-(3-Cyanophenyl)-5-(2,6-dimethyl-4-pyridyl)thiazol-2-yl]-4-(morpholinomethyl)piperidin-1-carboxamid C(#N)C=1C=C(C=CC1)C=1N=C(SC1C1=CC(=NC(=C1)C)C)NC(=O)N1CCC(CC1)CN1CCOCC1